di-tert-butyl (((S)-6-((4-bromobenzyl) amino)-1-(tert-butoxy)-1-oxohex-2-yl) carbamoyl)-L-glutamate BrC1=CC=C(CNCCCC[C@@H](C(=O)OC(C)(C)C)NC(=O)N[C@@H](CCC(=O)OC(C)(C)C)C(=O)OC(C)(C)C)C=C1